1-((2R,5S)-4-(6-chloro-2-(3-(dimethylamino)azetidin-1-yl)-8-fluoro-7-(3-methylbenzo[d]isothiazol-4-yl)quinazolin-4-yl)-2,5-dimethylpiperazin-1-yl)prop-2-en-1-one ClC=1C=C2C(=NC(=NC2=C(C1C1=CC=CC2=C1C(=NS2)C)F)N2CC(C2)N(C)C)N2C[C@H](N(C[C@@H]2C)C(C=C)=O)C